FC1=C2CCCN(C2=CC(=C1N1CC(NS1(=O)=O)=O)O)C 5-(5-fluoro-7-hydroxy-1-methyl-1,2,3,4-tetrahydroquinolin-6-yl)-1,2,5-thiadiazolidin-3-one 1,1-dioxide